(3R,5R,8R,9R,10S,13S,14S,17S)-N-(4-cyanopyrimidin-2-yl)-3-(ethoxymethyl)-3-hydroxy-13-methylhexadecahydro-1H-cyclopenta[a]phenanthrene-17-carboxamide C(#N)C1=NC(=NC=C1)NC(=O)[C@H]1CC[C@H]2[C@@H]3CC[C@@H]4C[C@@](CC[C@@H]4[C@H]3CC[C@]12C)(O)COCC